O=C1NC(CCC1N1C(C2=CC=C(C(=C2C1=O)C1CCNCC1)F)=O)=O 2-(2,6-dioxopiperidin-3-yl)-5-fluoro-4-(piperidin-4-yl)isoindoline-1,3-dione